6-methoxy-N-(4-trifluoromethylphenyl)-N-methyl-4-trifluoromethylquinolin-2-amine COC=1C=C2C(=CC(=NC2=CC1)N(C)C1=CC=C(C=C1)C(F)(F)F)C(F)(F)F